(R)-tert-Butyl 3-(thiazole-2-carboxamido)piperidine-1-carboxylate S1C(=NC=C1)C(=O)N[C@H]1CN(CCC1)C(=O)OC(C)(C)C